tert-butyl N-[(1S)-1-[5-[2-[3-[tert-butyl(dimethyl)silyl]oxypropyl]-6-(trifluoromethyl)-4-pyridyl]-4-methyl-2-pyridyl]ethyl]carbamate [Si](C)(C)(C(C)(C)C)OCCCC1=NC(=CC(=C1)C=1C(=CC(=NC1)[C@H](C)NC(OC(C)(C)C)=O)C)C(F)(F)F